9-((1r,4r)-4-Hydroxy-4-methylcyclohexyl)-7-methyl-2-((7-methylchinolin-6-yl)amino)-7,9-dihydro-8H-purin-8-on OC1(CCC(CC1)N1C2=NC(=NC=C2N(C1=O)C)NC=1C=C2C=CC=NC2=CC1C)C